5-Bromo-N-(1-(2-methoxyethyl)piperidin-4-yl)pyrazolo[1,5-a]pyridine-3-carboxamide BrC1=CC=2N(C=C1)N=CC2C(=O)NC2CCN(CC2)CCOC